FC1=C(C(=CC=C1)C=1C=C2N3CCNCC3CNC2=NN1)O 2-fluoro-6-(1,5,6,8,12-pentazatricyclo[8.4.0.02,7]tetradeca-2,4,6-trien-4-yl)phenol